C1(=CC=C(C=C1)C1=C(C=CC=2C3=CC=CC=C3C(C12)(C)C)NC1=CC=C(C=C1)C=1C=CC=2N(C3=CC=CC=C3C2C1)C1=CC=CC=C1)C1=CC=CC=C1 [1,1'-biphenyl]-4-yl-9,9-dimethyl-N-[4-(9-phenyl-9H-carbazol-3-yl)phenyl]-9H-fluoren-2-amine